[Na+].ClC1=CC=CC(C1(C(=O)[O-])SC1=CN(C2=C(C=CC=C12)F)C=1C=NC=CC1)(F)C1CC1 6-chloro-2-cyclopropyl-7-fluoro-1-(pyridin-3-yl-1H-indol-3-yl)thio-2-fluorobenzoic acid sodium salt